NC1(CC1C=1C=CC(=C(C1)NC(=O)[C@H]1N(C[C@@H](C1)O)C(=O)NC1=CC=C(C=C1)Cl)F)C1=CC(=CC=C1)C#N (2S,4R)-N2-(5-((-)-1-amino-1-(3-cyanophenyl)-3-cyclopropyl)-2-fluorophenyl)-N1-(4-chlorophenyl)-4-hydroxypyrrolidine-1,2-dicarboxamide